tert-butyl (1R,5S,6R)-6-[(2-chloro-4-fluoro-phenoxy) methyl]-3-azabicyclo[3.1.0]Hexane-3-carboxylate ClC1=C(OCC2[C@H]3CN(C[C@@H]23)C(=O)OC(C)(C)C)C=CC(=C1)F